CC[C@]12C[C@@](C3=NC4=C([C@]35[C@H]1N(CC5)CC=C2)C=CC(=C4)OC)(C(=O)OC)O The molecule is a monoterpenoid indole alkaloid that is a reactive intermediate in the biosynthesis of vindoline by Catharanthus roseus. It has a role as a plant metabolite. It is a monoterpenoid indole alkaloid, an organic heteropentacyclic compound, a methyl ester, an aromatic ether, a tertiary alcohol and a tertiary amino compound. It derives from a 16-hydroxytabersonine. It is a conjugate base of a (3R)-1,2-didehydro-3-hydroxy-16-methoxy-2,3-dihydrotabersoninium.